(1-{[(tert-butoxycarbonyl)amino]methyl}cyclopropyl)acetic acid C(C)(C)(C)OC(=O)NCC1(CC1)CC(=O)O